C(C)C1=C(C=CC(=C1)F)C(O)C1=CC=C(C=C1)F (2-Ethyl-4-fluorophenyl)(4-fluorophenyl)methanol